C(CCC\C=C/C\C=C/C\C=C/C\C=C/CCCCC)(=O)SCCNC(CCNC([C@@H](C(COP(OP(OC[C@@H]1[C@H]([C@H]([C@@H](O1)N1C=NC=2C(N)=NC=NC12)O)OP(=O)(O)O)(=O)O)(=O)O)(C)C)O)=O)=O Arachidonoyl-CoA